FC=1C(=NC=CC1)SC=1C=2N(C=C(C1)C=1C=NN(C1)C1CCC(CC1)O)N=CC2C#N 4-((3-fluoropyridin-2-yl)thio)-6-(1-((1s,4s)-4-hydroxycyclohexyl)-1H-pyrazol-4-yl)pyrazolo[1,5-a]pyridine-3-carbonitrile